FC1=C(C=CC(=C1C)F)C=1C=C2C(=NC1)N(C(N2CC=2N=NC=CC2)=O)C 6-(2,4-difluoro-3-methyl-phenyl)-3-methyl-1-(pyridazin-3-ylmethyl)imidazo[4,5-b]pyridin-2-one